NC([C@H](CCC(=O)OC(C)(C)C)N1C(C2=CC=C(C=C2C1)O[C@@H]1CN(CC1)CC=1C=C2C=NC(=NC2=CC1)N1CCC1)=O)=O tert-butyl (S)-5-amino-4-(5-(((S)-1-((2-(azetidin-1-yl) quinazolin-6-yl) methyl) pyrrolidin-3-yl) oxy)-1-oxoisoindolin-2-yl)-5-oxopentanoate